C[C@@H]1[C@H](OC2=CC(=C(C=C12)OC)OC)C3=CC(=C(C=C3)OC)O The molecule is a member of the class of 1-benzofurans that is 2,3-dihydro-1-benzofuran substituted by methoxy groups at positions 5 and 6, a methyl group at position 3 and a 3-hydroxy-4-methoxyphenyl group at position 2. It is isolated from Pterocarpus santalinus. It has a role as a plant metabolite. It is a member of 1-benzofurans, a member of phenols and an aromatic ether.